CC=1C=C(C=C(C1)C)C=1N=CC(=C2C1SC1=C2C=CC=2C=C(C=CC21)CC(C)(C)C)C(F)(F)F 10-(3,5-dimethylphenyl)-3-neopentyl-7-(trifluoromethyl)naphtho[2',1':4,5]thieno[2,3-c]pyridine